(S)-N-(2-(dimethylamino)-3-(1H-indazol-5-yl)propyl)-3-methyl-3-phenylbutanamide CN([C@H](CNC(CC(C)(C1=CC=CC=C1)C)=O)CC=1C=C2C=NNC2=CC1)C